3-carboxyl-m-phenylenediamine C(=O)(O)C1(CC(=CC=C1)N)N